methyl 7-(1-(adamantan-1-ylmethyl)-5-methyl-1H-pyrazol-4-yl)-4-(5-(benzo[d]thiazol-2-ylamino)pyrazin-2-yl)-3,4-dihydro-2H-pyrido[3,2-b][1,4]oxazine-8-carboxylate C12(CC3CC(CC(C1)C3)C2)CN2N=CC(=C2C)C2=C(C=3OCCN(C3N=C2)C2=NC=C(N=C2)NC=2SC3=C(N2)C=CC=C3)C(=O)OC